1-(4-{5-[2-Ethoxy-6-(trifluoromethyl)pyridin-4-yl]-7-[{[1-(methoxymethyl)cyclopentyl]methyl}(methyl)amino]-1H-imidazo[4,5-b]pyridin-2-yl}phenyl)piperidine-4-carboxylic acid C(C)OC1=NC(=CC(=C1)C1=CC(=C2C(=N1)N=C(N2)C2=CC=C(C=C2)N2CCC(CC2)C(=O)O)N(C)CC2(CCCC2)COC)C(F)(F)F